BrCC1=C(C(=CC=C1)[N+](=O)[O-])CBr 1,2-bis(bromomethyl)-3-nitrobenzene